thymine mononitrate [N+](=O)(O)[O-].N1C(=O)NC(=O)C(C)=C1